4-[4-(2,6-dioxo-3-piperidinyl)-2,5-difluoro-phenyl]-3,3-difluoro-piperidine-1-carboxylic acid tert-butyl ester C(C)(C)(C)OC(=O)N1CC(C(CC1)C1=C(C=C(C(=C1)F)C1C(NC(CC1)=O)=O)F)(F)F